FC(C1=CC=2C(=NC(=CC2)C(C)N2C[C@@H](N(C[C@H]2CC)C=2C=3C(N(C(N2)=O)C)=CNN3)CC)S1)F 7-((2S,5R)-4-(1-(2-(difluoromethyl)thieno[2,3-b]pyridin-6-yl)ethyl)-2,5-diethylpiperazin-1-yl)-4-methyl-2,4-dihydro-5H-pyrazolo[4,3-d]pyrimidin-5-one